CS(=O)(=O)C1=NC=NC=C1 4-(methylsulfonyl)pyrimidin